O=S(=NC#N)(\C=C\C1=NC=CC=C1)C1=CC=CC=C1 (E)-N-(oxo(phenyl)(2-(pyridin-2-yl)vinyl)-lambda6-sulfaneylidene)cyanamide